C1=C(C=CC2=CC=CC=C12)/C=C/SC=1N=NC=CC1 (E)-3-((2-(Naphthalen-2-yl)vinyl)thio)pyridazine